(S)-4-(4-(benzo[d]thiazol-7-yl)phenyl)-N-(2-ethynyl-thiazol-4-yl)-2-(hydroxymethyl)-piperazine-1-carboxamide S1C=NC2=C1C(=CC=C2)C2=CC=C(C=C2)N2C[C@H](N(CC2)C(=O)NC=2N=C(SC2)C#C)CO